C1(CC1)C1=CC=C(C(=N1)NC1CCN2C=NC=C21)C#N 6-cyclopropyl-2-(6,7-dihydro-5H-pyrrolo[1,2-c]imidazol-7-ylamino)pyridine-3-carbonitrile